FC(OC1=C(C=CC=C1)CC(=O)N)F 2-[2-(difluoromethoxy)phenyl]acetamide